trans-[(3S)-3-(4-fluorophenyl)isoxazolidin-2-yl]-[4-[(2-methyl-[1,2,4]triazolo[1,5-a]pyridin-6-yl)methyl]cyclohexyl]methanone FC1=CC=C(C=C1)[C@H]1N(OCC1)C(=O)[C@@H]1CC[C@H](CC1)CC=1C=CC=2N(C1)N=C(N2)C